C12CN(CC2C1)C1=C(C=C(C(=N1)C)CN1C=NC(=C1)C(=O)OC)Br methyl 1-[(6-{3-azabicyclo[3.1.0]hexan-3-yl}-5-bromo-2-methylpyridin-3-yl)methyl]-1H-imidazole-4-carboxylate